(R)-N-(1-(3-chloro-2-methylphenyl)ethyl)-4-methyl-7-morpholinopyrido[3,4-d]pyridazin-1-amine ClC=1C(=C(C=CC1)[C@@H](C)NC1=C2C(=C(N=N1)C)C=NC(=C2)N2CCOCC2)C